4-bromo-3-[(4-methoxyphenyl)methoxy]-1-methylindazole BrC1=C2C(=NN(C2=CC=C1)C)OCC1=CC=C(C=C1)OC